BrC1=CC(=NN1C)NC(OC(C)(C)C)=O tert-butyl (5-bromo-1-methyl-1H-pyrazol-3-yl)carbamate